2-((tert-butyloxycarbonyl)amino)-3-((1S,4R,5S)-3-oxo-2-azabicyclo[3.1.0]hex-4-yl)propanoic acid methyl ester COC(C(C[C@H]1C(N[C@H]2C[C@@H]12)=O)NC(=O)OC(C)(C)C)=O